ClC1=CC=C(C=C1)C1(CC1)NC(=S)N 1-(1-(4-chlorophenyl)cyclopropyl)thiourea